NC1=NC=2C=C(C(=CC2C2=C1C=NN2C)C(=O)N(N(C)C(=O)C2CCC2)CC=2N=NC(=CC2)C(F)(F)F)F 4-amino-N'-(cyclobutanecarbonyl)-7-fluoro-N',1-dimethyl-N-((6-(trifluoromethyl)pyridazin-3-yl)methyl)-1H-pyrazolo[4,3-c]quinoline-8-carbohydrazide